NC1N=C2C(=N1)C=CC=C2 amino-2H-benzimidazol